methyl 6-(1-bromoethyl)-[2,3']bipyridinyl-5-carboxylate BrC(C)C1=C(C=CC(=N1)C=1C=NC=CC1)C(=O)OC